FC=1C=C(N2N=C(N=CC21)N[C@H]2[C@@H](CN(CC2)S(=O)(=O)C)O)C2=CC(=CC=C2)F (3R,4R)-4-((5-fluoro-7-(3-fluorophenyl)pyrrolo[2,1-f][1,2,4]triazin-2-yl)amino)-1-(methylsulfonyl)piperidin-3-ol